NC1=C(C=C(CNC(OC(C)(C)C)=O)C=C1)OC(C)CC tert-butyl (4-amino-3-(sec-butoxy)benzyl)carbamate